4-bromo-6-methoxyindoline-1-carboxylic acid tert-butyl ester C(C)(C)(C)OC(=O)N1CCC2=C(C=C(C=C12)OC)Br